1-bromo-2-iodo-3-methoxy-benzene BrC1=C(C(=CC=C1)OC)I